C1(=CC=CC=C1)C#CC1=CC=C2N=CC=3N(C2=C1)C=CC3 8-(phenylethynyl)pyrrolo[1,2-a]quinoxaline